C(CC)C1(CCCC1)C(=O)O 1-propyl-1-cyclopentanecarboxylic acid